(6-amino-5-((2-hydroxyphenyl)diazenyl)pyridin-2-yl)acetamide NC1=C(C=CC(=N1)CC(=O)N)N=NC1=C(C=CC=C1)O